CC=1C=C(C=NC2=CC=CC=C2)C=CC1 N-(3-methylbenzylidene)aniline